N,N'-bis(3-methylenehepta-4,6-dien-1-yl)dihydrophenazine C=C(CCN1C=2C=CCCC2N(C2=CC=CC=C12)CCC(C=CC=C)=C)C=CC=C